O=C1NC(CCC1N1C(N(C2=C1C=CC(=C2)CC2CCN(CC2)C(=O)OC(C)(C)C)C)=O)=O tert-butyl 4-[[1-(2,6-dioxo-3-piperidyl)-3-methyl-2-oxo-benzimidazol-5-yl]methyl]piperidine-1-carboxylate